methyl (R)-5-hydroxy-2-methyl-2-(trifluoromethyl)-3,4-dihydro-2H-pyran-6-carboxylate OC=1CC[C@@](OC1C(=O)OC)(C(F)(F)F)C